C(C)C1=C(N=C(S1)C1=CC(=CC=C1)C1=NOC(=C1)[C@]1(C(N(CC1)C)=O)O)C(=O)N (R)-5-Ethyl-2-(3-(5-(3-hydroxy-1-methyl-2-oxopyrrolidin-3-yl)isoxazol-3-yl)phenyl)thiazole-4-carboxamide